P([O-])([O-])C#N CYANOPHOSPHITE